FC1=C(C=CC=C1)C=1N=NN(C1)S(=O)(=O)C=1C=NC=CC1 3-((4-(2-Fluorophenyl)-1H-1,2,3-triazol-1-yl)sulfonyl)pyridine